(4-pyridin-2-yl-phenyl)-acetic acid N1=C(C=CC=C1)C1=CC=C(C=C1)CC(=O)O